(Z)-N-(5-((3-bromobenzyl)thio)-4H-1,2,4-triazol-3-yl)-5-((2-oxoindolin-3-ylidene)methyl)-1H-pyrrole-2-carboxamide BrC=1C=C(CSC=2NC(=NN2)NC(=O)C=2NC(=CC2)\C=C\2/C(NC3=CC=CC=C23)=O)C=CC1